4-(3-tert-butoxy-2-((4-(3,4-dichlorophenyl)-5-isobutylthiazol-2-ylamino)methyl)-3-oxopropyl)benzoic acid C(C)(C)(C)OC(C(CC1=CC=C(C(=O)O)C=C1)CNC=1SC(=C(N1)C1=CC(=C(C=C1)Cl)Cl)CC(C)C)=O